C(CCCCCCCCCCCCCCC)[Si](Cl)(Cl)C n-Hexadecylmethyldichlorsilan